6-(bromomethyl)-1-methyl-1H-pyrrolo[2,3-b]Pyridine BrCC1=CC=C2C(=N1)N(C=C2)C